(S)-4-((2-decanamido-3-(hexylamino)-3-oxopropoxy)methyl)benzoic acid C(CCCCCCCCC)(=O)N[C@@H](COCC1=CC=C(C(=O)O)C=C1)C(=O)NCCCCCC